N-(5-(benzo[d]thiazol-2-yl)-4-((4-(3-(hydroxymethyl)tetrahydrofuran-3-yl)-6-(methylsulfonyl)pyridin-2-yl)amino)pyridin-2-yl)acetamide S1C(=NC2=C1C=CC=C2)C=2C(=CC(=NC2)NC(C)=O)NC2=NC(=CC(=C2)C2(COCC2)CO)S(=O)(=O)C